3-(3-(3-methoxyphenyl)-1H-pyrazolo[3,4-b]pyridin-1-yl)benzoic acid COC=1C=C(C=CC1)C1=NN(C2=NC=CC=C21)C=2C=C(C(=O)O)C=CC2